3-((4-(5-(chlorodifluoromethyl)-1,2,4-oxadiazol-3-yl)phenyl)amino)-4-(3-fluoropyrrolidin-1-yl)cyclobut-3-ene-1,2-dione ClC(C1=NC(=NO1)C1=CC=C(C=C1)NC=1C(C(C1N1CC(CC1)F)=O)=O)(F)F